α-methyl-δ-caprolactone CC1C(=O)OC(CC1)C